8-(ethylsulfonyl)-3-(2-(4-(p-tolyl)piperazin-1-yl)ethyl)-2-oxa-8-azaspiro[4.5]decan-1-one C(C)S(=O)(=O)N1CCC2(CC(OC2=O)CCN2CCN(CC2)C2=CC=C(C=C2)C)CC1